(R)-2-(4,4-difluoroazepan-1-yl)-5-(3,5-difluorophenyl)-4-methyl-N-(3-(S-methyl-N-(methylglycyl)sulfonimidoyl)phenyl)nicotinamide FC1(CCN(CCC1)C1=C(C(=O)NC2=CC(=CC=C2)[S@@](=O)(=NC(CNC)=O)C)C(=C(C=N1)C1=CC(=CC(=C1)F)F)C)F